(R)-(5-amino-3-(trifluoromethyl)-1H-pyrazol-1-yl)(2-chloro-8-methyl-8-(trifluoromethyl)-7,8-dihydro-6H-pyrazolo[1,5-a]pyrrolo[2,3-e]pyrimidin-6-yl)methanone NC1=CC(=NN1C(=O)N1C[C@](C2=C1C=NC=1N2N=C(C1)Cl)(C(F)(F)F)C)C(F)(F)F